(Z)-9-(Cyclopropylmethyl)-2-(6-(2-(6-(3,3-difluoropyrrolidin-1-yl)pyrazin-2-yl)-2-fluorovinyl)-3-(2-fluorophenoxy)-2-(trifluoromethyl)phenyl)-2,9-diazaspiro[5.5]undecane C1(CC1)CN1CCC2(CCCN(C2)C2=C(C(=CC=C2\C=C(/F)\C2=NC(=CN=C2)N2CC(CC2)(F)F)OC2=C(C=CC=C2)F)C(F)(F)F)CC1